methyl 2-(4-((S)-2-amino-3,3-dicyclopropylpropanamido)-5-fluoro-2-(trifluoromethyl)phenyl)propanoate hydrochloride Cl.N[C@H](C(=O)NC1=CC(=C(C=C1F)C(C(=O)OC)C)C(F)(F)F)C(C1CC1)C1CC1